C1(CC1)CCNCC1=CC2=C(C(N(C=C2C(F)(F)F)C2=CC(=CC=C2)C2(CC(C2)OC)C2=NN=CN2C)=O)N1 2-(((2-cyclopropylethyl)amino)methyl)-6-(3-((1s,3s)-3-methoxy-1-(4-methyl-4H-1,2,4-triazol-3-yl)cyclobutyl)phenyl)-4-(trifluoromethyl)-1,6-dihydro-7H-pyrrolo[2,3-c]pyridin-7-one